C1(CC1)C1CC(C1)C(=O)NC1=CC(=C(C=C1)C)C1=NN(C=N1)C 3-cyclopropyl-N-(4-methyl-3-(1-methyl-1H-1,2,4-triazol-3-yl)phenyl)cyclobutane-1-carboxamide